N-(4-[4-ethoxy-3-(trifluoromethyl)phenyl]-5-{[(2R)-2-methylpyrrolidin-1-yl]methyl}-1,3-thiazol-2-yl)-5-[(2R)-2-methylpiperazin-1-yl]pyrazine-2-carboxamide trihydrochloride Cl.Cl.Cl.C(C)OC1=C(C=C(C=C1)C=1N=C(SC1CN1[C@@H](CCC1)C)NC(=O)C1=NC=C(N=C1)N1[C@@H](CNCC1)C)C(F)(F)F